(P)-3-Chloro-4-((3,5-difluoropyridin-2-yl)methoxy)-2'-(2-(2-hydroxy-propan-2-yl)-pyrimidin-4-yl)-5',6-dimethyl-2H-[1,4'-bipyridin]-2-one ClC=1C(N(C(=CC1OCC1=NC=C(C=C1F)F)C)C1=CC(=NC=C1C)C1=NC(=NC=C1)C(C)(C)O)=O